8-(2-hydroxy-2-methylcyclopentyl)-2-(methylsulfonyl)pyrido[2,3-d]pyrimidin-7(8H)-one OC1(C(CCC1)N1C(C=CC2=C1N=C(N=C2)S(=O)(=O)C)=O)C